C(CCCC)OCOCC\C=C/CC[Mg]Br (3Z)-6-(pentoxymethoxy)-3-hexenyl-magnesium bromide